(2R,3R,11bR)-3-(tert-butoxy)-9-(((1R,2R)-2-fluorocyclopropyl)methoxy)-10-methoxy-1,3,4,6,7,11b-hexahydro-2H-pyrido[2,1-a]isoquinolin-2-ol C(C)(C)(C)O[C@H]1[C@@H](C[C@H]2N(CCC3=CC(=C(C=C23)OC)OC[C@@H]2[C@@H](C2)F)C1)O